NC1=C(SC2=NC=CC(=C21)NC2=C(C=C(C=C2F)OC2=CC=CC=C2)F)C(=O)O 3-amino-4-((2,6-difluoro-4-phenoxyphenyl)amino)thieno[2,3-b]Pyridine-2-Carboxylic acid